C(C)OC(CC(N)=O)=O ethyl(2-carbamoyl)acetate